C[N+](C)(CCCS(=O)(=O)[O-])CCCCCCCCCCCCCCCC 3-(N,N-dimethylpalmitylammonio)propane-sulfonate